(S)-1-((2,3-dihydrobenzo[b][1,4]dioxin-2-yl)methyl)-4-(2-(furan-2-yl)phenyl)piperazine O1C2=C(OC[C@@H]1CN1CCN(CC1)C1=C(C=CC=C1)C=1OC=CC1)C=CC=C2